(R)-(7-Chloro-1H-benzo[d]imidazol-2-yl)(5-methyl-7,8-dihydropyrido[4,3-c]pyridazin-6(5H)-yl)methanone ClC1=CC=CC2=C1NC(=N2)C(=O)N2[C@@H](C1=C(N=NC=C1)CC2)C